C1(CCCCC1)C(=O)OC[C@H]1O[C@@]([C@@H]2OC(O[C@@H]21)(C)C)(C#N)C2=CC=C1C(=NC=NN12)N ((3aR,4R,6R,6aR)-6-(4-aminopyrrolo[2,1-f][1,2,4]triazin-7-yl)-6-cyano-2,2-dimethyltetrahydrofuro[3,4-d][1,3]dioxol-4-yl)methyl cyclohexanecarboxylate